N,N-bis(β-hydroxyethyl)-p-toluidine OCCN(C1=CC=C(C=C1)C)CCO